1-(2-methylsulfonylaminoethyl)-3-(2-thienyl)-1,2-dihydro-quinoxaline-2-on CS(=O)(=O)NCCN1C(C(=NC2=CC=CC=C12)C=1SC=CC1)=O